BrC1=CN=CC(=N1)NC1=C(C=C(C=C1)Cl)F 6-bromo-N-(4-chloro-2-fluoro-phenyl)pyrazin-2-amine